(6S,7S)-7-(5-bromo-2-fluorophenyl)-6-fluoro-3-(tetrahydro-2H-pyran-4-yl)-5,6,7,8-tetrahydropyrido[2,3-d]pyrimidine-2,4(1H,3H)-dione BrC=1C=CC(=C(C1)[C@H]1[C@H](CC2=C(NC(N(C2=O)C2CCOCC2)=O)N1)F)F